C1(CC1)C1=C(C(=NN1)C(=O)OCC)I Ethyl 5-cyclopropyl-4-iodo-1H-pyrazole-3-carboxylate